(E)-3-(naphthalen-1-yl)acrylic acid C1(=CC=CC2=CC=CC=C12)/C=C/C(=O)O